(2S,4S)-4-methylpyrrolidine-2-carboxylic acid hydrochloride Cl.C[C@H]1C[C@H](NC1)C(=O)O